C(CCC)C(CS(=O)(=O)CCCCCCCCCO)CCCCCC 9-((2-butyloctyl)sulfonyl)nonan-1-ol